CC1=CC=C(C=N1)CC(=O)NC1=NNC(=C1)[C@H]1C[C@H](CC1)N(C([O-])=O)[C@@H]1CC[C@@H](CC1)O (1S,3R)-3-(3-{[(6-methylpyridin-3-yl)acetyl]amino}-1H-pyrazol-5-yl)cyclopentyl(cis-4-hydroxycyclohexyl)carbamate